2-((diphenylmethylene)amino)-N-methyl-5-(2H-1,2,3-triazol-2-yl)pyridin-4-amine C1(=CC=CC=C1)C(C1=CC=CC=C1)=NC1=NC=C(C(=C1)NC)N1N=CC=N1